1-Tert-butyl (2,2-difluoro-3-hydroxypropyl)carbamate FC(CNC(OC(C)(C)C)=O)(CO)F